C(#N)C=1C=CC(=NC1)COC1=CC=CC(=N1)N1C[C@@H](N(CC1)CC1=NC2=C(N1C[C@H]1OCC1)C=C(C=C2)C(=O)OC)C methyl 2-(((S)-4-(6-((5-cyanopyridin-2-yl) methoxy) pyridin-2-yl)-2-methylpiperazin-1-yl) methyl)-1-(((S)-oxetan-2-yl) methyl)-1H-benzo[d]imidazole-6-carboxylate